O1C=NC(=C1)C(=O)OCCCN1N=C(C=2C(NCC3(CCOCC3)CC21)=O)CC 3-(3-ethyl-4-oxo-spiro[6,8-dihydro-5H-pyrazolo[4,3-c]azepine-7,4'-tetrahydropyran]-1-yl)propyl oxazole-4-carboxylate